C(C)(C)(C)OC(=O)N1[C@@H](CCC1)C(N[C@H](C(=O)OCC1=CC=CC=C1)C(C1=CC=CC=C1)C1=CC=CC=C1)=O (S)-2-(((S)-1-(benzyloxy)-1-oxo-3,3-diphenylpropan-2-yl)carbamoyl)pyrrolidine-1-carboxylic acid tert-butyl ester